C(#C)C=1C=C2CNC(C2=CC1)=O 5-Ethynylisoindolin-1-one